(1R,4r)-4-((2R,4aS,6S,8aR)-6-amyl-decalin-2-yl)cyclohexane-1-formaldehyde C(CCCC)[C@@H]1C[C@@H]2CC[C@H](C[C@H]2CC1)C1CCC(CC1)C=O